C(CC)C1=NC(NC=C1)=O propyl-pyrimidone